COC(C1=C(C(=C(C=C1C)OC(CC=C)CCCCCC)C)O)=O 4-(dec-1-en-4-yloxy)-2-hydroxy-3,6-dimethylbenzoic acid methyl ester